(R)-N-(1-(5-amino-2-fluoro-3-(trifluoromethyl)phenyl)ethyl)-7-bromo-4-methylphthalazin-1-amine NC=1C=C(C(=C(C1)[C@@H](C)NC1=NN=C(C2=CC=C(C=C12)Br)C)F)C(F)(F)F